2-{[(1S)-1-{4-[(4-propenylpiperazin-1-yl)methyl]phenyl}ethyl]amino}-7-oxo-8-(propan-2-yl)-7,8-dihydropyrido[2,3-d]pyrimidine-4-carbonitrile C(=CC)N1CCN(CC1)CC1=CC=C(C=C1)[C@H](C)NC=1N=C(C2=C(N1)N(C(C=C2)=O)C(C)C)C#N